C(C)OC=1C=C2C=CN=C(C2=CC1OCC)NC1=CC=C(C=C1)C1=CC=NO1 6,7-diethoxy-N-[4-(1,2-oxazol-5-yl)phenyl]isoquinolin-1-amine